COC(=O)C1=NC(=C(C(=C1Cl)N)C)C1=CC(=C(C=C1)I)F 4-amino-3-chloro-6-(3-fluoro-4-iodophenyl)-5-methyl-pyridine-2-carboxylic acid methyl ester